5-[6-Methyl-5-(9-methyl-2,9-diazaspiro[4.5]decan-2-yl)pyridazin-3-yl]-1H-pyrimidine-2,4-dione CC1=C(C=C(N=N1)C=1C(NC(NC1)=O)=O)N1CC2(CC1)CCCN(C2)C